C1(CC1)[C@@H](C(=O)N[C@H]1C2=C(CN3N(C1=O)CCC3)C=CC=C2)CC(=O)NC2=CC(=NN2C)C(NC(C)C)=O (S)-2-Cyclopropyl-N4-(3-(isopropylcarbamoyl)-1-methyl-1H-pyrazol-5-yl)-N1-((S)-11-oxo-2,3,10,11-tetrahydro-1H,5H-benzo[d]pyrazolo[1,2-a][1,2]diazepin-10-yl)succinamid